2-{3-[(3-fluoro-2-methoxyphenyl)-amino]prop-1-yn-1-yl}-N-(1-methylpiperidin-4-yl)-1-(2,2,2-trifluoroethyl)-1H-indol-4-amine FC=1C(=C(C=CC1)NCC#CC=1N(C=2C=CC=C(C2C1)NC1CCN(CC1)C)CC(F)(F)F)OC